C(C)(=O)NCC1N(C(C=2N(C1)N=C1C2CN([C@@H](C1)C)C(=O)OC(C)(C)C)=O)C(C)C1=CC=C(C=C1)OC(F)F (3R)-tert-Butyl 8-(acetamidomethyl)-9-(1-(4-(difluoromethoxy)phenyl)ethyl)-3-methyl-10-oxo-3,4,7,8,9,10-hexahydropyrido[4',3':3,4]pyrazolo[1,5-a]pyrazine-2(1H)-carboxylate